(2S,5R)-4-(2-chloro-6-((1-(methoxycarbonyl)-1,2,3,4-tetrahydronaphthalen-1-yl)methyl)-5-nitropyrimidin-4-yl)-2-(cyanomethyl)-5-methylpiperazine-1-carboxylic acid benzyl ester C(C1=CC=CC=C1)OC(=O)N1[C@H](CN([C@@H](C1)C)C1=NC(=NC(=C1[N+](=O)[O-])CC1(CCCC2=CC=CC=C12)C(=O)OC)Cl)CC#N